NC1=C2N=CN(C2=NC(=N1)F)[C@H]1C[C@@H]([C@@](O1)(C#C)CO[P@](=O)(OC1=CC=CC=C1)N[C@@H](C)C(=O)OCCCCCCCCCCCCCCCCC)O Heptadecyl ((S)-(((2R,3S,5R)-5-(6-amino-2-fluoro-9H-purin-9-yl)-2-ethynyl-3-hydroxytetrahydrofuran-2-yl) methoxy)(phenoxy)phosphoryl)-L-alaninate